CS(=O)(=O)N[C@@H]1[C@@H](N(CCC1)C(=O)OC)COC1CCN(CC1)C1=C(C=CC=C1)C(F)(F)F methyl cis-3-((methylsulfonyl)amino)-2-(((1-(2-(trifluoromethyl)phenyl)piperidin-4-yl)oxy)methyl)piperidine-1-carboxylate